((1s,4R)-4-methoxy-4-(trifluoromethyl)cyclohexyl)-4-(5-(6-methylpyrimidin-4-yl)-1H-pyrazole-3-carbonyl)-4-azaspiro[2.5]octane-7-carboxamide COC1(CCC(CC1)C1CC12N(CCC(C2)C(=O)N)C(=O)C2=NNC(=C2)C2=NC=NC(=C2)C)C(F)(F)F